[C@@H]12CNC[C@@H](CC1)C2C2=C1C(N(C(C1=CC(=C2F)F)=O)C2C(NC(CC2)=O)=O)=O 4-((1R,5S,8r)-3-Azabicyclo[3.2.1]octane-8-yl)-2-(2,6-dioxopiperidin-3-yl)-5,6-difluoroisoindoline-1,3-dione